C(C=C)N1CC(N(CC1)CC1=C2C=CNC2=C(C=C1OC)C)C1=CC=C(C(=O)O)C=C1 4-(4-allyl-1-((5-methoxy-7-methyl-1H-indol-4-yl)methyl)piperazin-2-yl)benzoic acid